N-(1-oxopentyl)-N-[[2'-(1H-tetrazol-5-yl)[1,1'-biphenyl]-4-yl]methyl]-L-valine O=C(CCCC)N([C@@H](C(C)C)C(=O)O)CC1=CC=C(C=C1)C1=C(C=CC=C1)C1=NN=NN1